C(C)OC(=O)C=1NN=C2C1CN([C@@H](C2)C)C(C2=CC(=C(C=C2)Cl)C(F)(F)F)=O (R)-Ethyl-5-(4-chloro-3-(trifluoromethyl) benzoyl)-6-methyl-4,5,6,7-tetrahydro-2H-pyrazolo[4,3-c]pyridine-3-carboxylate